5-bromo-2-cyano-pyridin-3-yl 2,4,6-tri-O-acetyl-3-deoxy-3-[4-(2-thiazolyl)-1H-1,2,3-triazol-1-yl]-1-thio-α-D-galactopyranoside C(C)(=O)O[C@H]1[C@@H](SC=2C(=NC=C(C2)Br)C#N)O[C@@H]([C@@H]([C@@H]1N1N=NC(=C1)C=1SC=CN1)OC(C)=O)COC(C)=O